[2-(pyridin-4-yl)pyrido[3,4-d]Pyrimidin-4-yl]Amino-butan-1-ol N1=CC=C(C=C1)C=1N=C(C2=C(N1)C=NC=C2)NC(CCC)O